2-[5-(6-methyl-2-pyridyl)-1H-imidazol-4-yl]-7-(1H-pyrazol-4-yl)-1,5-naphthyridine CC1=CC=CC(=N1)C1=C(N=CN1)C1=NC2=CC(=CN=C2C=C1)C=1C=NNC1